N-(4-(4-amino-5-(3-methoxyphenyl)-7-methyl-7H-pyrrolo[2,3-d]pyrimidin-6-yl)phenyl)methacrylamide NC=1C2=C(N=CN1)N(C(=C2C2=CC(=CC=C2)OC)C2=CC=C(C=C2)NC(C(=C)C)=O)C